2-[(1-methyl-1H-tetrazol-5-yl)sulfanyl]-5-nitro-N-[4-(2-phenylethyl)phenyl]benzamide CN1N=NN=C1SC1=C(C(=O)NC2=CC=C(C=C2)CCC2=CC=CC=C2)C=C(C=C1)[N+](=O)[O-]